N-((3R,4S)-4-((8-((cyclopropylmeth-yl)amino)-6-(2-fluoro-3-(methoxy-d3)phenyl)pyrido[3,4-d]pyrimidin-2-yl)amino)tetrahydrofuran-3-yl)acrylamide C1(CC1)CNC1=NC(=CC2=C1N=C(N=C2)N[C@H]2[C@H](COC2)NC(C=C)=O)C2=C(C(=CC=C2)OC([2H])([2H])[2H])F